N1(CCC1)C1=CC=C(C=C1)N1C(N2C(CN(CC2)C(C2=CC(=C(C=C2)Br)Cl)=O)=C1C(=O)NCC1=CC=CC=C1)=O 2-[4-(azetidin-1-yl)phenyl]-N-benzyl-7-(4-bromo-3-chloro-benzoyl)-3-oxo-6,8-dihydro-5H-imidazo[1,5-a]pyrazine-1-carboxamide